CN1C(NC2=C1C=C(C=C2)C=2C=C(C(=O)OC)C=CC2)=O methyl 3-(3-methyl-2-oxo-2,3-dihydro-1H-benzo[d]imidazol-5-yl)benzoate